COC(=O)C1CCC(CC1)N 4-aminocyclohexylcarboxylic acid methyl ester